2,6-dichloro-3-nitro-N-propylbenzamide ClC1=C(C(=O)NCCC)C(=CC=C1[N+](=O)[O-])Cl